tert-butyl (S)-(4-methylpent-1-yn-3-yl)carbamate CC([C@@H](C#C)NC(OC(C)(C)C)=O)C